CC(=O)C1=CC=C(C=C1)N(C)C 4-N,N-dimethylaminoacetophenone